[K+].P(=O)([O-])([O-])F.[Na+] sodium monofluorophosphate, potassium salt